pyrido[3',4':4,5]pyrimido[1,2-a]indole-5,11-dione C1=NC=CC2=C1N=C1N(C=3C=CC=CC3C1=O)C2=O